(3S)-3-({7-bromo-2-[4-chloro-2-(difluoromethoxy)phenyl][1,2,4]triazolo[1,5-c]quinazolin-5-yl}amino)azepan-2-one BrC1=CC=CC=2C=3N(C(=NC12)N[C@@H]1C(NCCCC1)=O)N=C(N3)C3=C(C=C(C=C3)Cl)OC(F)F